N1N=CC2=CC(=CC=C12)NC1=NC(=NC=C1C)NC1=CC=C(C=C1)N1CCN(CC1)C N4-(1H-indazol-5-yl)-5-methyl-N2-(4-(4-methylpiperazin-1-yl)phenyl)pyrimidine-2,4-diamine